Benzyl {(1S)-1-[1-(dimethylsulfamoyl)-1H-1,2,4-triazol-3-yl]ethyl}carbamate CN(S(=O)(=O)N1N=C(N=C1)[C@H](C)NC(OCC1=CC=CC=C1)=O)C